(S)-3-((1R,3R)-1-(5-fluoro-2-(2-((3-fluoropropyl)amino)ethoxy)-3-methylpyridin-4-yl)-3-methyl-1,3,4,9-tetrahydro-2H-pyrido[3,4-b]Indol-2-yl)-2-methylpropanoic acid FC=1C(=C(C(=NC1)OCCNCCCF)C)[C@H]1N([C@@H](CC2=C1NC1=CC=CC=C21)C)C[C@@H](C(=O)O)C